2-(tert-butylamino)-4-((1R,3S)-3-hydroxy-3-methylcyclohexylamino)pyrimidine-5-carbonitrile C(C)(C)(C)NC1=NC=C(C(=N1)N[C@H]1C[C@@](CCC1)(C)O)C#N